(1R)-13-methyl-heptacosane 5-methyl-tetrahydrofolate CN1C=2C(NC(=NC2NCC1CNC1=CC=C(C(N[C@@H](CCC(=O)O)C(=O)O)=O)C=C1)N)=O.CC(CCCCCCCCCCCC)CCCCCCCCCCCCCC